FC(C1=NN=C(S1)N1C(N(C2=C1C=C(C=C2)S(=O)(=O)NC2(COC2)C)CCOC)=O)F {3-[5-(difluoromethyl)-1,3,4-thiadiazol-2-yl]-1-(2-methoxyethyl)-2-oxo-1,3-dihydro-1,3-benzimidazol-5-ylsulfonyl}(3-methyl-3-oxetanyl)amine